CC1(CC=2N(N=CC2CC#N)C1)C 2-(5,5-dimethyl-5,6-dihydro-4H-pyrrolo[1,2-b]pyrazol-3-yl)acetonitrile